Bromocytidine C1=CN(C(=O)N=C1N)[C@]2([C@@H]([C@@H]([C@H](O2)CO)O)O)Br